(S)-5-Chloro-N-(2-(1-cyclopropyl-2-hydroxy-2-methylpropyl)-3-oxoisoindolin-4-yl)-2,3-dihydrofuro[2,3-b]pyridine-4-carboxamide ClC1=C(C2=C(N=C1)OCC2)C(=O)NC2=C1C(N(CC1=CC=C2)[C@H](C(C)(C)O)C2CC2)=O